C(C)OC1=NC(=NC(=C1CCS(=O)(=O)CC)OCC)N 4,6-diethoxy-5-(2-ethylsulfonylethyl)pyrimidin-2-amine